CN(C1CCC(CC1)N1C(C=2C=CC(=NC2C=C1)C1=CC2=CN(N=C2C(=C1O)C)C)=O)C 6-[4-(dimethyl-amino)cyclohexyl]-2-(6-hydroxy-2,7-dimethyl-indazol-5-yl)-1,6-naphthyridin-5-one